ClC1=C(C=C(C=C1)N)N 4-chloro-1,3-benzeneDiamine